N-(6-(3,3-Difluoroazetidin-1-yl)-4-methylpyridin-2-yl)-4-((1-methylethyl)sulfonamido)-2-(6-azaspiro[2.5]octan-6-yl)benzamide FC1(CN(C1)C1=CC(=CC(=N1)NC(C1=C(C=C(C=C1)NS(=O)(=O)C(C)C)N1CCC2(CC2)CC1)=O)C)F